bis(phenoxyphenyl)-dihydroxysilane O(C1=CC=CC=C1)C1=C(C=CC=C1)[Si](O)(O)C1=C(C=CC=C1)OC1=CC=CC=C1